butylene glycol 1,4-diacrylate C(C=C)(=O)OCCCCOC(C=C)=O